C(C)(C)(C)OC(=O)N1CC(C=C1)C1=NC(=CC=C1)OC.C(C=C)S(=O)CC(=O)C1=CC=C(C=C1)OC 2-allylsulfinyl-1-(4-methoxyphenyl)ethan-1-one tert-butyl-3-(6-methoxypyridin-2-yl)-2,3-dihydro-1H-pyrrole-1-carboxylate